1-bromo-4-trifluoromethyl-isoquinoline BrC1=NC=C(C2=CC=CC=C12)C(F)(F)F